(S)-7-((2-chlorobenzyl)oxy)-N-hydroxychromane-2-carboxamide ClC1=C(COC2=CC=C3CC[C@H](OC3=C2)C(=O)NO)C=CC=C1